C(C1=CC=CC=C1)OC1=CC=C(C=C1)C[C@@H](CNC(C=C(C1(CC1)C(F)(F)F)C1=CC=NC=C1)=O)O N-((S)-3-(4-(benzyloxy)phenyl)-2-hydroxypropyl)-3-(pyridin-4-yl)-3-(1-(trifluoromethyl)cyclopropyl)propenamide